7-((1s,4s)-4-(2-Fluoro-4-methylpyridin-3-yl)cyclohexyl)-3-methyl-5-((3-methylpyrazin-2-yl)methyl)pyrido[2,3-b]pyrazin-6(5H)-one FC1=NC=CC(=C1C1CCC(CC1)C1=CC=2C(=NC(=CN2)C)N(C1=O)CC1=NC=CN=C1C)C